[N+](=O)([O-])C=1C=C2C(N(C(=NC2=CC1)[C@H]1NCCC1)C1=CC=C(C=C1)OC(F)(F)F)=O (S)-6-nitro-2-(pyrrolidin-2-yl)-3-(4-(trifluoromethoxy)phenyl)quinazolin-4(3H)-one